europium(III) disodium salt [Na+].[Na+].[Eu+3]